(R)-5-chloro-2-(4-((2-fluoro-3-hydroxypropyl)amino)pyrido[3,4-d]pyridazin-1-yl)phenol ClC=1C=CC(=C(C1)O)C1=C2C(=C(N=N1)NC[C@H](CO)F)C=NC=C2